N-(1-(Benzo[b]thiophen-3-yl)cyclopropyl)-5-(2-(dimethylamino)ethoxy)-2-methylbenzamide S1C2=C(C(=C1)C1(CC1)NC(C1=C(C=CC(=C1)OCCN(C)C)C)=O)C=CC=C2